4-amino-N-[5-(2-chloro-6-methyl-4-pyridyl)-4-(3-cyanophenyl)thiazol-2-yl]-4-methyl-piperidine-1-carboxamide NC1(CCN(CC1)C(=O)NC=1SC(=C(N1)C1=CC(=CC=C1)C#N)C1=CC(=NC(=C1)C)Cl)C